BrC1=CC=C(C=C1)C(C(=O)NC1=NOC(=C1)C(C)(C)C)(F)F (4-bromophenyl)-N-(5-(tert-butyl)isoxazol-3-yl)-2,2-difluoroacetamide